FC=1C=C(C=C(C(=O)OC(C)C)C#N)C=CC1 isopropyl 3-fluoro-α-cyanocinnamate